5-[[(6S)-2-(6-oxo-8-oxa-2,5-diazaspiro[3.5]nonane-2-carbonyl)-2-azaspiro[3.4]octan-6-yl]oxy]-2-(trifluoromethyl)pyridine-4-carbonitrile O=C1NC2(CN(C2)C(=O)N2CC3(C2)C[C@H](CC3)OC=3C(=CC(=NC3)C(F)(F)F)C#N)COC1